C(C)(=O)C1=NN(C2=CC=C(C=C12)C=1C=NC(=NC1)C)CC(=O)N1[C@@H]2C[C@@]2(C[C@H]1C(=O)NC1=NC(=CC(=C1)CC(F)(F)F)Br)C (1R,3S,5R)-2-(2-(3-acetyl-5-(2-methylpyrimidin-5-yl)-1H-indazol-1-yl)acetyl)-N-(6-bromo-4-(2,2,2-trifluoroethyl)pyridin-2-yl)-5-methyl-2-azabicyclo[3.1.0]hexane-3-carboxamide